2-[{3-[3-(Decyloxy)phenyl]propanoyl}(4-hydroxybenzyl)amino]ethyl dihydrogen phosphate ammonium salt [NH4+].P(=O)(OCCN(CC1=CC=C(C=C1)O)C(CCC1=CC(=CC=C1)OCCCCCCCCCC)=O)(O)O